1-(5-phenylthiazol-2-yl)octahydro-6H-pyrrolo[3,4-b]pyridine-6-carbonitrile C1(=CC=CC=C1)C1=CN=C(S1)N1C2C(CCC1)CN(C2)C#N